3-amino-2-methyl-2-(2-methyl-5-(pyridin-2-yl)phenyl)propionic acid ethyl ester hydrochloride Cl.C(C)OC(C(CN)(C1=C(C=CC(=C1)C1=NC=CC=C1)C)C)=O